IC(C1(CC1)C1=NOC(=C1)NC(N)=O)(I)I 3-(3-(1-(triiodomethyl)cyclopropyl)isoxazol-5-yl)urea